F[C@@H]1[C@@H](CNC1)C1=CC=C(C=C1)C1=C(C(=O)N)C=CC=C1 |r| 4-((3RS,4RS)-4-fluoro-pyrrolidin-3-yl)-phenyl-benzamide